2-chloro-5-methyl-4-((4-(1-methyl-4-(trifluoromethyl)-1H-imidazol-2-yl)benzyl)oxy)pyrimidine ClC1=NC=C(C(=N1)OCC1=CC=C(C=C1)C=1N(C=C(N1)C(F)(F)F)C)C